Cl.ClC1=CSC2=C1CCC(C2)N 3-chloro-4,5,6,7-tetrahydrobenzothiophen-6-amine hydrochloride